COC1=CC=C(C=N1)CN1C2CN(CC1C2)C2=CC=C(C=N2)C=2C=1N(C=C(N2)C=2C=NN(C2)C)N=CC1C#N 4-(6-(6-((6-methoxypyridin-3-yl)methyl)-3,6-diazabicyclo[3.1.1]heptan-3-yl)pyridin-3-yl)-6-(1-methyl-1H-pyrazol-4-yl)pyrazolo[1,5-a]pyrazine-3-carbonitrile